CC1(CC1)NS(=O)(=O)C=1C=C2C(N(C=3N(C2=CC1)C(CN3)COCCNC(OC(C)(C)C)=O)C([2H])([2H])C=3C=NN(C3)C)=O tert-butyl N-[2-({7-[(1-methylcyclopropyl)sulfamoyl]-4-[(1-methylpyrazol-4-yl)(2H2)methyl]-5-oxo-1H,2H-imidazo[1,2-a]quinazolin-1-yl}methoxy)ethyl]carbamate